C(OC[C@]1(O[C@H]([C@@H]([C@@H]1O)O)C1=CC=C2C(=NC=NN21)N)C#N)(OC2C[C@H]1C[C@H]1C2)=O ((2R,3S,4R,5S)-5-(4-aminopyrrolo[2,1-f][1,2,4]triazin-7-yl)-2-cyano-3,4-dihydroxytetrahydrofuran-2-yl)methyl ((1R,3r,5S)-bicyclo[3.1.0]hexan-3-yl) carbonate